3-fluoro-5-(1-(4-fluorophenyl)-1H-pyrrol-3-yl)benzyl-carbamic acid tert-butyl ester C(C)(C)(C)OC(NCC1=CC(=CC(=C1)C1=CN(C=C1)C1=CC=C(C=C1)F)F)=O